C(C)(C)(C)OC(N(CC=1NC(C=2SC(=C3OCCCC1C23)C2=CC=NC=C2)=O)CC2=CC=C(C=C2)OC)=O.BrC2=CC(=CC(=C2)SC(F)(F)F)Cl 1-bromo-3-chloro-5-(trifluoromethylsulfanyl)benzene Tert-butyl-(4-methoxybenzyl)((3-oxo-1-(pyridin-4-yl)-4,6,7,8-tetrahydro-3H-9-oxa-2-thia-4-azabenzo[cd]azulen-5-yl)methyl)carbamate